FC=1C=C(CN2CCC3(CC2)COC2=C4CN(C(C4=CC=C23)=O)C2C(NC(CC2)=O)=O)C=CC1 3-(1'-(3-fluorobenzyl)-6-oxo-6,8-dihydro-2H,7H-spiro[furo[2,3-e]isoindole-3,4'-piperidin]-7-yl)piperidine-2,6-dione